C(O)(O)=O.C(C(C)O)O propylene glycol Carbonate